Benzyl (S)-(1-((tert-butyldimethylsilyl)oxy)propan-2-yl)carbamate [Si](C)(C)(C(C)(C)C)OC[C@H](C)NC(OCC1=CC=CC=C1)=O